1-(5-chloro-3-methylpyridin-2-yl)-4-(4-chlorobenzyl)-3-(oxetan-3-ylmethyl)-piperazine-2,5-dione ClC=1C=C(C(=NC1)N1C(C(N(C(C1)=O)CC1=CC=C(C=C1)Cl)CC1COC1)=O)C